1,1-dimethylethyl [1,1-dimethyl-2-({6-[(3-methyl-3,4-dihydro-2H-chromen-5-yl)oxy]-3-pyridinyl}amino)-2-oxoethyl]carbamate CC(C(=O)NC=1C=NC(=CC1)OC1=C2CC(COC2=CC=C1)C)(C)NC(OC(C)(C)C)=O